C1(=CC=C(C=C1)C1=CC=C(O1)C(C)=O)C1=CC=CC=C1 1-(5-([1,1'-biphenyl]-4-yl)furan-2-yl)ethan-1-one